3-(difluoromethyl)-1-methyl-5-((3-(trifluoromethyl)phenyl)thio)-1H-pyrazole FC(C1=NN(C(=C1)SC1=CC(=CC=C1)C(F)(F)F)C)F